COCC=1C=C(C=CC1)N1N=CC=2C(C1=O)=C(N(C2C)C2=CC(=CC=C2)OC)C 2-(3-(methoxymethyl)phenyl)-6-(3-methoxyphenyl)-5,7-dimethyl-2,6-dihydro-1H-pyrrolo[3,4-d]pyridazin-1-one